methyl 2-(3-{2-[(3R)-3-[5-cyclopropyl-3-(2-hydroxyphenyl)pyrrolo[3,2-c]pyridazin-6-yl]pyrrolidin-1-yl]pyrimidin-4-yl}-1,2-oxazol-5-yl)-3-methylbutanoate C1(CC1)N1C(=CC=2N=NC(=CC21)C2=C(C=CC=C2)O)[C@H]2CN(CC2)C2=NC=CC(=N2)C2=NOC(=C2)C(C(=O)OC)C(C)C